tert-butyl 4-(4-((3-chloro-4-((1-methyl-1H-pyrazol-3-yl)oxy)phenyl)amino)quinazolin-6-yl)piperazine-1-carboxylate ClC=1C=C(C=CC1OC1=NN(C=C1)C)NC1=NC=NC2=CC=C(C=C12)N1CCN(CC1)C(=O)OC(C)(C)C